Benzyl (1S,5R)-8-(4-(trifluoromethyl)phenyl)-1,3,4,5-tetrahydro-2H-1,5-methanobenzo[c]azepine-2-carboxylate FC(C1=CC=C(C=C1)C=1C=CC2=C([C@H]3N(CC[C@@H]2C3)C(=O)OCC3=CC=CC=C3)C1)(F)F